ClC1=CC(=C(C=C1)[C@@H]1OC2=C(C=CC=C2C=C1)C1CCN(CC1)CC=1NC(=C(N1)C)C(=O)OCC)F ethyl (R)-2-((4-(2-(4-chloro-2-fluorophenyl)-2H-chromen-8-yl) piperidin-1-yl) methyl)-4-methyl-1H-imidazole-5-carboxylate